[Si](C1=CC=CC=C1)(C1=CC=CC=C1)(C(C)(C)C)O[C@@H](CC(=O)NCCCNC(C[C@@H](C)O[Si](C1=CC=CC=C1)(C1=CC=CC=C1)C(C)(C)C)=O)C (3R)-3-[tert-butyl(diphenyl)silyl]oxy-N-[3-[[(3R)-3-[tert-butyl(diphenyl)silyl]oxybutanoyl]amino]propyl]butanamide